FC(C)(F)C=1C=C(C=2COCC2C1)N 6-(1,1-difluoroethyl)-1,3-dihydroisobenzofuran-4-amine